N1N=C(C2=CC=CC=C12)NC(C1=CC(=CC=C1)CNC1=CC2=C(NC(CO2)=O)C=C1)=O N-(1H-Indazol-3-yl)-3-{[(3-oxo-3,4-dihydro-2H-1,4-benzoxazin-7-yl)amino]methyl}benzamid